4-(3-methoxyphenyl)-1-(phenethylsulfonyl)piperidine-4-ol COC=1C=C(C=CC1)C1(CCN(CC1)S(=O)(=O)CCC1=CC=CC=C1)O